N-(2-(azepan-1-yl)-4-cyanopyridin-3-yl)-4-(5-((1S,2S)-2-fluorocyclopropyl)-1,2,4-oxadiazol-3-yl)-4-methylpiperidine-1-carboxamide N1(CCCCCC1)C1=NC=CC(=C1NC(=O)N1CCC(CC1)(C)C1=NOC(=N1)[C@H]1[C@H](C1)F)C#N